2,2,7-trifluorobenzo[d][1,3]dioxole FC1(OC2=C(O1)C(=CC=C2)F)F